NCCNCC[Si](OCCC)(OCCC)OCCC N-(2-aminoethyl)-2-aminoethyltri-n-propoxysilane